C(C)NC1=CC=C(C=C1)CC1=CC=C(NCC)C=C1 diethyl-4,4'-methylenedianiline